Methyl (S)-2-((((3-chlorobenzyl)oxy)carbonyl)amino)-3-(3-fluorophenyl)propanoate ClC=1C=C(COC(=O)N[C@H](C(=O)OC)CC2=CC(=CC=C2)F)C=CC1